rac-(3aR,5R,7S,7aR)-5-(4-methoxyphenyl)-1,3,3,5,7-pentamethyl-octahydrobenzo[c]isoxazole COC1=CC=C(C=C1)[C@]1(C[C@@H]2[C@H](N(OC2(C)C)C)[C@H](C1)C)C |r|